2-((1H-benzo[d]imidazol-5-yl)methyl)-3-((3-bromopyridin-2-yl)methyl)isoindolin-1-one N1C=NC2=C1C=CC(=C2)CN2C(C1=CC=CC=C1C2CC2=NC=CC=C2Br)=O